2-Chloroanilin ClC1=C(N)C=CC=C1